BrC1=CC(=C(C=C1)C(C(=O)O)CCC#N)Cl 2-(4-bromo-2-chlorophenyl)-4-cyanobutanoic acid